tert-butyl 4-(5-(4-(4,4,5,5-tetramethyl-1,3,2-dioxaborolan-2-yl)phenoxy)pyrimidin-2-yl)piperazine-1-carboxylate CC1(OB(OC1(C)C)C1=CC=C(OC=2C=NC(=NC2)N2CCN(CC2)C(=O)OC(C)(C)C)C=C1)C